4-(2,2-Difluoroethyl)-2,3-difluoro-N,N-bis(4-methoxybenzyl)-5-(4,4,5,5-tetramethyl-1,3,2-dioxaborolan-2-yl)aniline FC(CC1=C(C(=C(N(CC2=CC=C(C=C2)OC)CC2=CC=C(C=C2)OC)C=C1B1OC(C(O1)(C)C)(C)C)F)F)F